[Cl-].C(C(C)C)C=1C(=C(C([N+](C)(C)CC)(OCC)OC2=CC=CC=C2)C=CC1)CC(C)C di-isobutylphenoxy-ethoxy-ethyldimethylbenzyl-ammonium chloride